1,2-bis(2'-hydroxyethyl)imidazolium bromide [Br-].OCCN1C(=[NH+]C=C1)CCO